6-fluoro-N-[(9R)-3-cyclopropyl-5-[(2-fluoro-2-methylpropyl)sulfamoyl]-8,9-dihydro-7H-cyclopenta[H]isoquinolin-9-yl]-1H-indole-3-carboxamide FC1=CC=C2C(=CNC2=C1)C(=O)N[C@@H]1CCC2=CC(=C3C=C(N=CC3=C21)C2CC2)S(NCC(C)(C)F)(=O)=O